(S)-2-(2-hydroxy-propan-2-yl)-N'-((3-methyl-2-phenyl-6,7-dihydro-5H-cyclopenta[b]pyridin-4-yl)carbamoyl)thiazole-5-sulfonimidamide OC(C)(C)C=1SC(=CN1)[S@](=O)(N)=NC(NC1=C2C(=NC(=C1C)C1=CC=CC=C1)CCC2)=O